FC1=C(OC2=C(C(=O)N)C=CC=N2)C=CC(=C1)CC(=O)NC1=NC2=C(N1CCOC)C=CC=C2 2-(2-fluoro-4-(2-((1-(2-methoxyethyl)-1H-benzo[d]-imidazol-2-yl)-amino)-2-oxo-ethyl)phenoxy)-nicotinamide